CS(=O)(=O)NC1CCC1 (1r,3r)-3-(methylsulfonamido)cyclobutane